S1C=CC=2CN(CCC21)C2=NC=C(C=C2C(=O)NC2=CC(=NC=C2)S(N)(=O)=O)C(F)(F)F 2-(6,7-dihydro-4H-thieno[3,2-c]pyridin-5-yl)-N-(2-sulfamoyl-4-pyridyl)-5-(trifluoromethyl)pyridine-3-carboxamide